C(CCC(=S)OC1=C(C=CC=C1)CCCCCC)(=S)OC1=C(C=CC=C1)CCCCCC.[Sn] tin bis(2-hexylphenyl) dithiosuccinate